3-(9,10-didehydro-6-methylergolin-8alpha-yl)-1,1-diethylurea CN1C[C@H](C=C2C=3C=CC=C4NC=C(C[C@@H]12)C34)NC(N(CC)CC)=O